3-(2-methylphenyl)chromone CC1=C(C=CC=C1)C1=COC2=CC=CC=C2C1=O